1-(3,6-dimethoxypyridin-2-yl)propan-2-amine COC=1C(=NC(=CC1)OC)CC(C)N